(+)-[3-[[2,4-bis(Trifluoromethyl)phenyl]methoxy]azetidin-1-yl]-[3-(1H-1,2,4-triazol-5-yl)pyrrolidin-1-yl]methanone FC(C1=C(C=CC(=C1)C(F)(F)F)COC1CN(C1)C(=O)N1CC(CC1)C1=NC=NN1)(F)F